(E)-(2'-(1,2-bis(4-methoxyphenyl)vinyl)-4'-fluoro-[1,1'-biphenyl]-2-yl)diphenylphosphine COC1=CC=C(C=C1)/C(=C\C1=CC=C(C=C1)OC)/C1=C(C=CC(=C1)F)C1=C(C=CC=C1)P(C1=CC=CC=C1)C1=CC=CC=C1